N=1N(N=CC1)C1=NC=CC=C1C(=O)N1[C@@H]2[C@@H](C[C@H](C1)C2)OC2=NC=C(C=C2)C(F)(F)F (2-(2H-1,2,3-triazol-2-yl)pyridin-3-yl)((1S,4R,6R)-6-((5-(trifluoromethyl)pyridin-2-yl)oxy)-2-azabicyclo[2.2.1]heptan-2-yl)methanone